Propanocarboxamide C1(=O)NCCC1